BrC1=C(C=O)C(=CC=C1)N1CCC(CC1)C(OC)OC 2-Bromo-6-[4-(dimethoxymethyl)-1-piperidyl]benzaldehyde